4-bromo-2,5-dimethylthiophene-3-carboxylic acid BrC=1C(=C(SC1C)C)C(=O)O